7-methyl-8,9-dihydropyrido[3',2':4,5]pyrrolo[1,2-a]pyrazin-6(7H)-one CN1C(C=2N(CC1)C1=C(C2)C=CC=N1)=O